5-((5-chloro-1H-pyrrolo[2,3-b]pyridin-3-yl)methyl)pyridin ClC=1C=C2C(=NC1)NC=C2CC=2C=CC=NC2